8,9-dihydro-7H-benzocycloheptene-2-carboxylic acid methyl ester COC(=O)C=1C=CC2=C(CCCC=C2)C1